COC1=C(C=CC(=C1)S(=O)(=O)N1CCOCC1)NC=1C=C(C2=C(N1)NC=C2C(F)(F)F)NC N6-(2-methoxy-4-(morpholinosulfonyl)phenyl)-N4-methyl-3-(trifluoromethyl)-1H-pyrrolo[2,3-b]pyridine-4,6-diamine